C(C)C=1NC(=C(N1)C1=CC(=C(C=C1)F)C)C=1C=C2C=CC=NC2=CC1 6-(2-Ethyl-4-(4-fluoro-3-methylphenyl)-1H-imidazol-5-yl)quinoline